ethyl 2-[[(3S)-6-(tert-butoxycarbonylamino)-3-[[3-(5-methyl-1,2,4-oxadiazol-3-yl) benzoyl] amino] hexanoyl] amino]-4-methyl-thiazole-5-carboxylate C(C)(C)(C)OC(=O)NCCC[C@@H](CC(=O)NC=1SC(=C(N1)C)C(=O)OCC)NC(C1=CC(=CC=C1)C1=NOC(=N1)C)=O